[(2S)-1-(2-aminoethyl)pyrrolidin-2-yl]methanol hydrochloride Cl.NCCN1[C@@H](CCC1)CO